O=C1NC2(C(N1)=O)CN(CC2)C2=NC=CC(=N2)C2=NC1=CC(=NC=C1C=C2)CNC(C2=CN=C(C(=C2)S(=O)(=O)C)C)=O N-((2-(2-(2,4-dioxo-1,3,7-triazaspiro[4.4]nonan-7-yl)pyrimidin-4-yl)-1,6-naphthyridin-7-yl)methyl)-6-methyl-5-(methylsulfonyl)nicotinamide